C1=CC=C2C(=C1)C=CC3=C2C(=O)C=CO3 naphthopyrone